C1=CC=CC=2C3=CC=CC=C3C(C12)N([C@H](C(=O)O)CC1=C(C=CC=C1)F)C(=O)OC (2S)-2-(9H-fluoren-9-yl-methoxycarbonylamino)3-(2-fluorophenyl)propanoic acid